2-(6-(azetidin-3-yl)pyridazin-3-yl)-5-(2-methyl-2H-pyrazolo[3,4-c]pyridin-5-yl)phenol N1CC(C1)C1=CC=C(N=N1)C1=C(C=C(C=C1)C1=CC=2C(C=N1)=NN(C2)C)O